CON(C(=O)C1=NN(C(=C1)C(F)(F)F)C)C N-methoxy-N,1-dimethyl-5-(trifluoromethyl)-1H-pyrazole-3-carboxamide